3-[[5-methyl-2-(1-methylethyl)cyclohexyl]oxy]-1,2-propylene glycol CC1CCC(C(C1)OCC(CO)O)C(C)C